(2S,3R,5R)-3-(((2-(2-fluoro-3,4-dihydroxybenzoyl)hydrazinecarbonyl)oxy)methyl)-3-methyl-7-oxo-4-thia-1-azabicyclo[3.2.0]heptane-2-carboxylic acid 4,4-dioxide FC1=C(C(=O)NNC(=O)OC[C@]2([C@@H](N3C(C[C@H]3S2(=O)=O)=O)C(=O)O)C)C=CC(=C1O)O